1-decanesulphonate C(CCCCCCCCC)S(=O)(=O)[O-]